O1N=CN=C1CN1N=C(C(=C1)C1=C(C=CC=C1)[C@H]1C2=C(CN(C1)C(\C=C\CN(C)C)=O)SC(=C2)C#N)C(F)(F)F (S,E)-4-(2-(1-((1,2,4-Oxadiazol-5-yl)methyl)-3-(trifluoromethyl)-1H-pyrazol-4-yl)phenyl)-6-(4-(dimethylamino)but-2-enoyl)-4,5,6,7-tetrahydrothieno[2,3-c]pyridine-2-carbonitrile